((1s,3s)-3-hydroxy-3-methylcyclobutyl)(7-((6-methyl-5-(trifluoromethyl)pyridin-2-yl)oxy)-2-azaspiro[3.5]non-2-yl)methanone OC1(CC(C1)C(=O)N1CC2(C1)CCC(CC2)OC2=NC(=C(C=C2)C(F)(F)F)C)C